4-[4-(4-fluorophenyl)-2-(4-methylsulfinylphenyl)-1H-imidazol-5-yl]pyridine hydrochloride Cl.FC1=CC=C(C=C1)C=1N=C(NC1C1=CC=NC=C1)C1=CC=C(C=C1)S(=O)C